diphenyl-(trifluoromethyl)sulfonium trifluoromethanesulfonate FC(S(=O)(=O)[O-])(F)F.C1(=CC=CC=C1)[S+](C(F)(F)F)C1=CC=CC=C1